2-[2-(difluoromethoxy)-6-methoxypyridin-4-yl]-1-[(2S)-7-methyl-6-(pyrimidin-2-yl)-3,4-dihydro-1H-spiro[1,8-naphthyridine-2,3'-pyrrolidin]-1'-yl]propan-1-one FC(OC1=NC(=CC(=C1)C(C(=O)N1C[C@]2(CC1)NC1=NC(=C(C=C1CC2)C2=NC=CC=N2)C)C)OC)F